triammonium borate B([O-])([O-])[O-].[NH4+].[NH4+].[NH4+]